The molecule is a (4Z,7Z,10Z,13Z,19Z)-16,17-epoxydocosapentaenoic acid in which the chiral centres at positions 16 and 17 both have S-configuration. An intermediate of specialized proresolving mediators It has a role as a human xenobiotic metabolite. It is a conjugate acid of a (16S,17S)-epoxy-(7Z,10Z,12E,14E,19Z)-docosapentaenoate. CC/C=C\\C[C@H]1[C@@H](O1)/C=C/C=C/C=C\\C/C=C\\CCCCCC(=O)O